ClC1=C(C(=O)N[C@@H](CCOC2CC(C2)CCC2=NC=3NCCCC3C=C2)C(=O)O)C(=CN=C1C)F N-(3-chloro-5-fluoro-2-methylisonicotinoyl)-O-((1R,3R)-3-(2-(5,6,7,8-tetrahydro-1,8-naphthyridin-2-yl)ethyl)cyclobutyl)-L-homoserine